4-acetyl-N-(2-methylbenzyl)-1H-pyrrole-2-carboxamide C(C)(=O)C=1C=C(NC1)C(=O)NCC1=C(C=CC=C1)C